1-Methyl-3-(3-(4,4,5,5-tetramethyl-1,3,2-dioxaborolan-2-yl)phenyl)pyridin-2(1H)-one CN1C(C(=CC=C1)C1=CC(=CC=C1)B1OC(C(O1)(C)C)(C)C)=O